cerium-tin oxide [Sn]=O.[Ce]